2-(4-bromobutoxy)tetrahydro-2H-pyran BrCCCCOC1OCCCC1